3-(8-oxa-3-azabicyclo[3.2.1]Oct-3-yl)benzene-1,2-diamine C12CN(CC(CC1)O2)C2=C(C(=CC=C2)N)N